tert-butyl ethyl(7-(trifluoromethyl)isochroman-4-yl)carbamate C(C)N(C(OC(C)(C)C)=O)C1COCC2=CC(=CC=C12)C(F)(F)F